NC1=NC2=CC=CN=C2C(=C1C(=O)O)N1C(CCCC1)CO 2-amino-4-(2-(hydroxymethyl)piperidin-1-yl)-1,5-naphthyridine-3-carboxylic acid